3-((4-(Dimethylamino)cyclohexyl)amino)-6-fluoro-5-(2-fluorophenyl)-2,3,4,9-tetrahydro-1H-carbazole CN(C1CCC(CC1)NC1CCC=2NC3=CC=C(C(=C3C2C1)C1=C(C=CC=C1)F)F)C